C(#N)C1(CC1)C1=NC(=CC(=C1)C(=O)NC(C)C1=NC=CN=C1C1=NC=C(C=N1)OCC(F)F)C(F)(F)F 2-(1-cyanocyclopropyl)-N-[1-[3-[5-(2,2-difluoroethoxy)pyrimidin-2-yl]pyrazin-2-yl]ethyl]-6-(trifluoromethyl)pyridine-4-carboxamide